ClC=1C(=CC(=C(C(=O)C2CCN(CC2)C(=O)OC(C)(C)C)C1)OCC=C)F tert-butyl 4-[5-chloro-4-fluoro-2-(prop-2-en-1-yloxy)benzoyl]piperidine-1-carboxylate